1-[3-(m-tolyl)-1,2,4-oxadiazol-5-yl]Ethylamine hydrochloride Cl.C1(=CC(=CC=C1)C1=NOC(=N1)C(C)N)C